C12(CC3CC(CC(C1)C3)C2)OB(O)O adamantyl-boric acid